5-(5-{[(1S,2S,3R)-2-fluoro-8-azabicyclo[3.2.1]octan-3-yl](methyl)amino}pyrazin-2-yl)-2-methyl-1,3-benzothiazol-4-ol F[C@H]1[C@@H]2CCC(C[C@H]1N(C=1N=CC(=NC1)C1=CC=C3C(N=C(S3)C)=C1O)C)N2